5-methylbenzeneFormic acid CC=1C=CC=C(C1)C(=O)O